FC=1C=C(C=NC1C)C1CC(=NN1C(CC)=O)C1=C(C=CS1)C 5-(5-(5-fluoro-6-methylpyridin-3-yl)-1-propionyl-4,5-dihydro-1H-pyrazol-3-yl)-4-methylthiophene